N[C@@H](CO)C(C)C |r| racemic-2-amino-3-methyl-butanol